N-(1-methyl-6-oxo-1,6-dihydropyridazin-3-yl)-7-thia-2,5-diazatricyclo[6.4.0.02,6]dodeca-1(12),3,5,8,10-pentaene-4-carboxamide CN1N=C(C=CC1=O)NC(=O)C1=CN2C3=CC=CC=C3SC2=N1